2-[4-[4-Amino-3-(difluoromethyl)pyrazol-1-yl]cyclohexyl]ethanol benzyl-9-azatricyclo[6.3.1.0^{2,7}]dodeca-2(7),3,5,10-tetraene-9-carboxylate C(C1=CC=CC=C1)C12C=3C=CC=CC3C(N(C=C1)C(=O)OCCC1CCC(CC1)N1N=C(C(=C1)N)C(F)F)C2